7-((dimethylamino)methyl)-1-methyl-4-(piperidin-4-yl)-1,4-dihydropyrido[2,3-b]pyrazine CN(C)CC1=CC2=C(N(C=CN2C)C2CCNCC2)N=C1